NC1=C2C(=NC=N1)N(N=C2C=2C=CC1=C(N=C(O1)N)C2)CC2CN(CC2)C(=O)OCCCC butyl 3-[[4-amino-3-(2-amino-1,3-benzoxazol-5-yl)pyrazolo[3,4-d]pyrimidin-1-yl] methyl]pyrrolidine-1-carboxylate